2-(5-Methyl-2-oxopiperidin-1-yl)-2-oxoacetic acid ethyl ester C(C)OC(C(=O)N1C(CCC(C1)C)=O)=O